Methyl (R)-4-amino-3-((1-cyclopropylethyl)amino)benzoate NC1=C(C=C(C(=O)OC)C=C1)N[C@H](C)C1CC1